FC1CCN(CC1)C1=NC(=CC(=N1)C=1C=NN(C1)C1=C(C=C(C=C1)C(CO)S(=O)(=O)N)N1CCC2(CC2)CC1)C (4-(4-(2-(4-fluoropiperidin-1-yl)-6-methylpyrimidin-4-yl)-1H-pyrazol-1-yl)-3-(6-azaspiro[2.5]oct-6-yl)phenyl)-2-hydroxyethane-1-sulphonamide